CC(CC)(C)[Mg]Cl 1,1-dimethylpropyl-magnesium chloride